O[C@]1(CN2[C@H](CO1)CN(CC2)C(=O)C2=CC(=CC=C2)C=2C(=NNC2)F)C=2C=NC(=CC2)C(F)(F)F [(3R,9aS)-3-hydroxy-3-[6-(trifluoromethyl)-3-pyridyl]-1,4,6,7,9,9a-hexahydropyrazino[2,1-c][1,4]oxazin-8-yl]-[3-(3-fluoro-1H-pyrazol-4-yl)phenyl]methanone